3-bromo-2-(bromomethyl)-5-chloropyridine BrC=1C(=NC=C(C1)Cl)CBr